OC[C@@H](C)NCCN1C(=NC2=C3CC[C@@H](N(C3=CC=C21)C(=O)OC)C)CCN2C(C=CC=C2)=O methyl (7S)-3-(2-{[(2R)-1-hydroxypropan-2-yl]amino}ethyl)-7-methyl-2-[2-(2-oxo-1,2-dihydropyridin-1-yl)ethyl]-3H,6H,7H,8H,9H-imidazo[4,5-f]quinoline-6-carboxylate